ClC=1C=CC(=C(C1)N1CON(CO1)C(C(=O)NC1=CC2=CC(N=C2C=C1)=O)CC1=CC=CC=C1)N1N=NN=C1 2-(4-(5-Chloro-2-(1H-tetrazol-1-yl)phenyl)-2,5-dioxapiperazin-1-yl)-N-(2-oxoindol-5-yl)-3-phenylpropionamide